C(CCCCCCCCCCCCC)(=O)NCCS(=O)(=O)[O-] Myristoyltaurat